2-methyl-5-[(pyridin-2-yl)methoxy]-N-[trans-4-(trifluoromethyl)pyrrolidin-3-yl]pyrazolo[1,5-a]pyridine-3-carboxamide CC1=NN2C(C=C(C=C2)OCC2=NC=CC=C2)=C1C(=O)N[C@@H]1CNC[C@H]1C(F)(F)F